N-[4-iodo-6-(morpholin-4-yl)pyridin-2-yl]Acetamide isopropyl-5-(5-fluoro-2-pyridyl)-1-isopropyl-4-oxo-pyridine-3-carboxylate C(C)(C)OC(=O)C1=CN(C=C(C1=O)C1=NC=C(C=C1)F)C(C)C.IC1=CC(=NC(=C1)N1CCOCC1)NC(C)=O